[4-(2-Carbamoyl-6-pyridin-4-yl-imidazo[1,2-a]pyrazin-8-yl-trans-amino)-cyclohexylmethyl]-carbamic acid C(N)(=O)C=1N=C2N(C=C(N=C2NC2CCC(CC2)CNC(O)=O)C2=CC=NC=C2)C1